BrC1=C(C=NN1C1CCC1)CC1=NC=NN1C1=C(C=C(C=C1)F)I 5-((5-bromo-1-cyclobutyl-1H-pyrazol-4-yl)methyl)-1-(4-fluoro-2-iodophenyl)-1H-1,2,4-triazole